tert-Butyl 2-methyl-3-(1H-pyrazol-4-yl)-2,5-dihydro-1H-pyrrole-1-carboxylate CC1N(CC=C1C=1C=NNC1)C(=O)OC(C)(C)C